[C@H]12[C@@H](C[C@H](CC1)O2)C=2N1C(=NN2)C[C@H](C1)C1=C(C=CC(=C1Cl)Cl)O 2-((S)-3-((1R,2S,4S)-7-oxabicyclo[2.2.1]heptan-2-yl)-6,7-dihydro-5H-pyrrolo[2,1-c][1,2,4]triazol-6-yl)-3,4-dichlorophenol